C(C)(C)(C)OC(=O)NC1(CC2=CC(=CC=C2CC1)OC1=CC2=CC=C(C=C2C=C1)N(C)C)C(=O)O 2-((tert-butoxycarbonyl)amino)-7-((6-(dimethylamino)naphthalene-2-yl)oxy)-1,2,3,4-tetrahydronaphthalene-2-carboxylic acid